6-(trifluoromethyl)imidazo[1,2-b]pyridazine-2-carboxamide FC(C=1C=CC=2N(N1)C=C(N2)C(=O)N)(F)F